BrC1=C(C=CC=C1)C1=CC(=CC=C1)OC 2-bromo-3'-methoxy-1,1'-biphenyl